FC1=C(OCC([C@H](C[C@H]2C(NCC2)=O)NC(=O)[C@@H]2N(CC[C@@H](C2)C(F)(F)F)C([C@@H](NS(=O)(=O)C)C(C)C)=O)=O)C=CC(=C1)F |o1:17,21| (2R*,4S*)-N-{(2S)-4-(2,4-difluorophenoxy)-3-oxo-1-[(3S)-2-oxopyrrolidin-3-yl]butan-2-yl}-1-[N-(methanesulfonyl)-L-valyl]-4-(trifluoromethyl)piperidine-2-carboxamide